3-((S)-1-hydroxyethyl)-N-((S)-6-(5-methyl-1,2,4-oxadiazol-3-yl)-2,3-dihydrobenzofuran-3-yl)benzamide O[C@@H](C)C=1C=C(C(=O)N[C@@H]2COC3=C2C=CC(=C3)C3=NOC(=N3)C)C=CC1